di(2-naphthyl)methylene(cyclopentadienyl)(octamethyloctahydrodibenzofluorenyl)zirconium dichloride [Cl-].[Cl-].C1=C(C=CC2=CC=CC=C12)C(=[Zr+2](C1(C(C(C(C2(C3C(=C4C=5C=CC=CC5CC4=C21)C=CCC3)C)(C)C)(C)C)(C)C)C)C3C=CC=C3)C3=CC2=CC=CC=C2C=C3